C1(CC1)C=1C(=CC(=C(CN2CCC3(CC(N(C3)C3=CC=C(C=C3)S(=O)(=O)O)=O)CC2)C1)OCC)C1=NC=C(C=C1)F 4-(8-(5-cyclopropyl-2-ethoxy-4-(5-fluoro-pyridin-2-yl)benzyl)-3-oxo-2,8-diazaspiro[4.5]decan-2-yl)benzenesulfonic acid